[Si](C1=CC=CC=C1)(C1=CC=CC=C1)(C(C)(C)C)OCC1CCN(S(C1)(=O)=O)C 5-(((tert-Butyldiphenylsilyl)oxy)methyl)-2-methyl-1,2-thiazinane 1,1-dioxide